(3-(methylamino)phenyl)(4-(5-(trifluoromethyl)pyrimidin-2-yl)piperazin-1-yl)methanone CNC=1C=C(C=CC1)C(=O)N1CCN(CC1)C1=NC=C(C=N1)C(F)(F)F